NC1(C(C(=CC=C1)N)C)C meta-diaminoxylene